2,6-difluoro-N-(2-methoxy-5-(4-(4-(3-oxocyclohex-1-ene-1-carbonyl)piperazin-1-yl)quinazolin-6-yl)pyridin-3-yl)benzenesulfonamide FC1=C(C(=CC=C1)F)S(=O)(=O)NC=1C(=NC=C(C1)C=1C=C2C(=NC=NC2=CC1)N1CCN(CC1)C(=O)C1=CC(CCC1)=O)OC